FC1=CC=C(C=C1)C(C)C=1C(NC(=NN1)C)=O 6-(1-(4-fluorophenyl)ethyl)-3-methyl-1,2,4-triazin-5(4H)-one